C(C)(=O)[O-].[Cu+2].C(C)(=O)[O-] Copper Acetic Acid Salt